C(=C)[SiH](O[Si](C)(C)C)O[Si](C)(C)C vinylbis(trimethylsilyloxy)silane